1-Boc-4-(6-nitro-3-pyridyl)piperazine C(=O)(OC(C)(C)C)N1CCN(CC1)C=1C=NC(=CC1)[N+](=O)[O-]